S1C(=NC=C1)C=1C=CC2=C(C(=C(O2)C(C)C)C2=CCN3CCCCC3CC2)C1 5-(thiazol-2-yl)-3-(1-azabicyclo[5.4.0]undec-3-en-4-yl)-2-isopropylbenzofuran